tert-butyl 4-(2-ethoxy-1,1-difluoro-2-oxo-ethyl)-4-hydroxy-piperidine-1-carboxylate C(C)OC(C(F)(F)C1(CCN(CC1)C(=O)OC(C)(C)C)O)=O